n-tetradecyl-amine C(CCCCCCCCCCCCC)N